FC(C1=CC=C(N=N1)NCC(C)NC1=NN=C(S1)NC(C)=O)(F)F N-(5-((1-(6-(trifluoromethyl)pyridazin-3-ylamino)propan-2-yl)amino)-1,3,4-thiadiazol-2-yl)acetamide